Cl.Cl.NC(C(=O)N[C@H](C(=O)NC)[C@H](CC)C)C1=CC(=CC=C1)NC(=N)N (2S,3S)-2-[2-amino-2-(3-carbamimidamidophenyl)acetamido]-N,3-dimethylpentanamide dihydrochloride